COC=1C=CC2=C(N=C(S2)NC(CCCCCCNC(C(C(F)(F)F)(O)O)=O)=O)C1 N-(5-methoxybenzo[d]thiazol-2-yl)-7-(3,3,3-trifluoro-2,2-dihydroxypropanamido)heptanamide